N-Methyl-3-aminopropyltrimeth-oxysilan CNCCC[Si](OC)(OC)OC